tert-butyl 4-(1-(2-cyano-4-methyl-5-((4-((6-(2,2,2-trifluoroethyl)thieno[2,3-d]pyrimidin-4-yl)amino)piperidin-1-yl)methyl)-1H-indol-1-yl)propan-2-yl)piperazine-1-carboxylate C(#N)C=1N(C2=CC=C(C(=C2C1)C)CN1CCC(CC1)NC=1C2=C(N=CN1)SC(=C2)CC(F)(F)F)CC(C)N2CCN(CC2)C(=O)OC(C)(C)C